OCCOCCNC1OC(C2=CC=CC=C12)=O (2-(2-hydroxyethoxy)ethylamino)isobenzofuran-1(3H)-one